2-hydroxypropyl-theophylline OC(CCN1C(=O)N(C)C=2N=CNC2C1=O)C